(S)-1-[(S)-1-({4-[(1-Isopropyl-1H-imidazol-2-yl)methyl]-1-piperidyl}carbonyl)-3-methylbutyl]-3-isobutyl-2-piperazinone C(C)(C)N1C(=NC=C1)CC1CCN(CC1)C(=O)[C@H](CC(C)C)N1C([C@@H](NCC1)CC(C)C)=O